2-[1-(2-bromoethyl)pyrazol-4-yl]-5-propyl-3-(2-trimethylsilylethoxymethyl)imidazo[2,1-b]purin-4-one BrCCN1N=CC(=C1)C1=NC=2N3C(N(C(C2N1COCC[Si](C)(C)C)=O)CCC)=NC=C3